tris[4-(N,N-dimethylamino)butyl]amine CN(C)CCCCN(CCCCN(C)C)CCCCN(C)C